2-(2,6-diisopropylphenyl)-5-(2,4,6-tricyclohexylphenyl)imidazo[1,5-a]pyridin-2-ium chloride [Cl-].C(C)(C)C1=C(C(=CC=C1)C(C)C)[N+]1=CN2C(C=CC=C2C2=C(C=C(C=C2C2CCCCC2)C2CCCCC2)C2CCCCC2)=C1